[OH-].[Be+2].C1(=CC=CC2=CC=CC=C12)C1(CC1)C1=C(C(=O)N)C=CC(=C1)[N+](=O)[O-].[OH-] (1-(naphthalen-1-yl)cyclopropyl)-4-nitrobenzamide Beryllium hydroxide